deoxy-2'-fluoro-3,4,5,6-tetrahydrouridine F[C@H]1[C@@H](O[C@@H]([C@H]1O)CO)N1C(=O)NC(=O)CC1